CC=1C=C(C=NNC=2C3=C(N=C(N2)N2CCOCC2)N=C(C=C3)C=3C=NC=CC3)C=CC1 4-(4-(2-(3-methylbenzylidene)hydrazinyl)-7-(pyridin-3-yl)pyrido[2,3-d]pyrimidin-2-yl)morpholine